O=C1N(C2=C(N1)C=CC(=C2)C(=O)O)C2=NC=C(C=C2)C(F)(F)F 2-oxo-3-[5-(trifluoromethyl)pyridin-2-yl]-1H-1,3-benzodiazole-5-carboxylic acid